2-((6-(4-fluorophenyl)pyridin-3-yl)oxy)-4-methyl-5-nitropyridine FC1=CC=C(C=C1)C1=CC=C(C=N1)OC1=NC=C(C(=C1)C)[N+](=O)[O-]